2-(4-chloro-3-methoxy-1-methyl-1H-pyrazol-5-yl)-7-fluoro-4-isopropylquinolin-6-yl-4-ethyl-1H-1,2,4-triazol-5(4H)-one ClC=1C(=NN(C1C1=NC2=CC(=C(C=C2C(=C1)C(C)C)N1N=CN(C1=O)CC)F)C)OC